(S)-7'-(3,5-difluorophenyl)-1-nicotinoyldihydro-1'H,3'H,5'H-spiro[piperidine-4,2'-pyrazolo[1,2-a]pyrazol]-1'-one FC=1C=C(C=C(C1)F)[C@@H]1CCN2N1C(C1(C2)CCN(CC1)C(C1=CN=CC=C1)=O)=O